(R)-(1-(2,5-dimethyl-3-(trifluoromethyl)phenyl)ethyl)carbamic acid tert-butyl ester C(C)(C)(C)OC(N[C@H](C)C1=C(C(=CC(=C1)C)C(F)(F)F)C)=O